BrC=1C=CC=2N(C1)N=C(N2)NC(CCCCCCCCCCC(=O)OC(C)(C)C)=O tert-butyl 12-((6-bromo-[1,2,4]triazolo[1,5-a]pyridin-2-yl)amino)-12-oxododecanoate